ClC=1C(N(C(=CC1OCC1=NC=C(C=C1F)F)C)C1=CC(=NC=C1C)C1=NC(=NC=C1)C(C)(C)O)=O 3-chloro-4-((3,5-difluoropyridin-2-yl)methoxy)-2'-(2-(2-hydroxypropan-2-yl)pyrimidin-4-yl)-5',6-dimethyl-2H-[1,4'-bipyridin]-2-one